4-(2-(2-aminopyridin-3-yl)-3-(4-((4-(4-formyl-3-hydroxybenzoyl)piperazin-1-yl)methyl)phenyl)-3H-imidazo[4,5-b]pyridin-5-yl)benzonitrile NC1=NC=CC=C1C1=NC=2C(=NC(=CC2)C2=CC=C(C#N)C=C2)N1C1=CC=C(C=C1)CN1CCN(CC1)C(C1=CC(=C(C=C1)C=O)O)=O